6-bromo-2-(trifluoromethyl)-1H-benzimidazole BrC=1C=CC2=C(NC(=N2)C(F)(F)F)C1